O1NC=NC1=O (E)-1,2,4-oxadiazol-5-one